C(=O)([O-])[C@@H](O)[C@H](O)C(=O)[O-] d-Tartrat